C(C)(C)(C)OC(=O)N1CCC(CC1)C1=CC=CC(=N1)OCC1=C(C=C(C(=O)O)C=C1OC)F 4-(((6-(1-(tert-butoxycarbonyl)piperidin-4-yl)pyridin-2-yl)-oxy)methyl)-3-fluoro-5-methoxybenzoic acid